5-(8-((2-(3-ethylureido)pyridin-4-yl)methyl)-3,8-diazabicyclo[3.2.1]octan-3-yl)-N,6-dimethylpicolinamide C(C)NC(NC1=NC=CC(=C1)CN1C2CN(CC1CC2)C=2C=CC(=NC2C)C(=O)NC)=O